FC=1C2=C(C(=NC1)C(=O)OC)C=NN2C methyl 7-fluoro-1-methyl-1H-pyrazolo[4,3-c]pyridine-4-carboxylate